methyl 2-[[4-[3-[(4-cyano-2-fluoro-phenyl)methoxy]pyrazol-1-yl]-1-piperidyl]methyl]-3-[[(3R)-tetrahydrofuran-3-yl]methyl]benzimidazole-5-carboxylate C(#N)C1=CC(=C(C=C1)COC1=NN(C=C1)C1CCN(CC1)CC=1N(C2=C(N1)C=CC(=C2)C(=O)OC)C[C@@H]2COCC2)F